methyl (S)-3-(4-(4-acryloyl-2-methylpiperazin-1-yl)-6-cyclopropyl-1-(2-isopropyl-4-methylpyridin-3-yl)-2-oxo-1,2-dihydropyrido[2,3-d]pyrimidin-7-yl)-4-fluorobenzoate C(C=C)(=O)N1C[C@@H](N(CC1)C=1C2=C(N(C(N1)=O)C=1C(=NC=CC1C)C(C)C)N=C(C(=C2)C2CC2)C=2C=C(C(=O)OC)C=CC2F)C